N-(4-(((R)-1-hydroxy-4-methylpent-2-yl)amino)-6-((R)-2-(2,4,5-trifluorophenyl)propyl)-1,3,5-triazin-2-yl)methanesulfonamide OC[C@@H](CC(C)C)NC1=NC(=NC(=N1)C[C@@H](C)C1=C(C=C(C(=C1)F)F)F)NS(=O)(=O)C